CCCCCNCCCCC di-n-amylamine